4-((3-(4-((4-((3,4-dichloro-2-fluorophenyl)amino)-7-methoxyquinazolin-6-yl)oxy)piperidin-1-yl)-3-oxopropyl)thio)-2-(2,6-dioxopiperidin-3-yl)isoindoline-1,3-dione ClC=1C(=C(C=CC1Cl)NC1=NC=NC2=CC(=C(C=C12)OC1CCN(CC1)C(CCSC1=C2C(N(C(C2=CC=C1)=O)C1C(NC(CC1)=O)=O)=O)=O)OC)F